4'-chloro-10'-(4-(hydroxymethyl)-4-methylcyclohex-1-en-1-yl)-5'H-spiro[cyclohexane-1,7'-indolo[1,2-a]quinazolin]-5'-one ClC=1C=2C(N=C3N(C2C=CC1)C1=CC(=CC=C1C31CCCCC1)C1=CCC(CC1)(C)CO)=O